FC(C1(CC1)C1=CC=C(C=C1)C=1C=2N(C=C(N1)NC(C=C)=O)C=CC2)(F)F N-(1-(4-(1-(trifluoromethyl)cyclopropyl)phenyl)pyrrolo[1,2-a]pyrazin-3-yl)acrylamide